O=C1CN(CC1)C(=O)OC(C)(C)C tert-butyl 3-oxo-pyrrolidine-1-carboxylate